2-bromo-4-(4,4,5,5-tetramethyl-1,3,2-dioxaborolan-2-yl)pyridine BrC1=NC=CC(=C1)B1OC(C(O1)(C)C)(C)C